1-(8-Methyl-5,7-dihydro-1H,3H-2-oxa-4,6-diaza-s-indacen-6-yl)-2-(1-pyrimidin-5-yl-azetidin-3-yl)-ethanone CC=1C=2CN(CC2N=C2COCC12)C(CC1CN(C1)C=1C=NC=NC1)=O